4-(7-(5-methoxypyridin-3-yl)-4-(pyridin-4-yl)-5H-pyrrolo[3,2-d]pyrimidin-2-yl)morpholine COC=1C=C(C=NC1)C1=CNC2=C1N=C(N=C2C2=CC=NC=C2)N2CCOCC2